COC=1C=NC=CC1C#CC1=NNC2=C1C=1N(C(=N2)N2CCC3([C@@H]([C@@H](OC3)C)N)CC2)C=CN1 (3S,4S)-8-(9-((3-methoxypyridin-4-yl)ethynyl)-7H-imidazo[1,2-c]pyrazolo[4,3-e]pyrimidin-5-yl)-3-methyl-2-oxa-8-azaspiro[4.5]decan-4-amine